[C@H]12CN(C[C@H](CC1)N2)C2=CC(=NC1=C(C(=C(C=C21)Cl)C2=CC(=CC1=CC=CC=C21)O)F)N2CC(C2)N(C)C 4-((R or S)-4-((1R,5S)-3,8-diazabicyclo[3.2.1]octan-3-yl)-6-chloro-2-(3-(dimethylamino)azetidin-1-yl)-8-fluoroquinolin-7-yl)naphthalen-2-ol